ClC1=C(C=CC=C1)N1C(=CC=C1)N (2-chlorophenyl)-1H-pyrrol-2-amine